5-([1,2,4]triazolo[1,5-a]pyridin-6-yl)-N-(2-chlorophenyl)-1-(6-methylpyridin-2-yl)-1H-pyrazole-3-carboxyamide N=1C=NN2C1C=CC(=C2)C2=CC(=NN2C2=NC(=CC=C2)C)CC(=O)NC2=C(C=CC=C2)Cl